(3-(2-((2-Azaspiro[3.3]heptan-6-yl)amino)-5-(trifluoromethyl)pyrimidin-4-yl)-6-fluoro-1H-indole-7-yl)dimethylphosphine oxide C1NCC12CC(C2)NC2=NC=C(C(=N2)C2=CNC1=C(C(=CC=C21)F)P(C)(C)=O)C(F)(F)F